1-(2,2-difluoroethyl)-6-fluoro-1H-1,3-benzodiazol FC(CN1C=NC2=C1C=C(C=C2)F)F